BrC1=CC=CC=2CN(CCCC21)C(=O)OC(C)(C)C Tert-butyl 6-bromo-4,5-dihydro-1H-benzo[c]azepine-2(3H)-carboxylate